Bis-(4-hydroxyphenyl)sulfon OC1=CC=C(C=C1)S(=O)(=O)C1=CC=C(C=C1)O